CC1=C(C(=CC(=C1)C)C(CCCCCCCCCCCCCC)C)O 2,4-dimethyl-6-(1-methyl-pentadecyl)phenol